(E)-4-(4,8-Dimethylnon-3,7-dien-1-yl)pyridine C\C(=C/CCC1=CC=NC=C1)\CCC=C(C)C